ClC1=C(C(=NC=N1)N)N 6-Chloro-pyrimidine-4,5-diamine